CN1C(=NC2=CC=CC(=C2C1=O)NC(OC(C)(C)C)=O)C=1C=NC=CC1 tert-butyl (3-methyl-4-oxo-2-(pyridin-3-yl)-3,4-dihydroquinazolin-5-yl)carbamate